3-[[(2S,6S)-4-[3-fluoro-5-isobutyl-2-(2H-tetrazol-5-yl)phenyl]-2,6-dimethyl-piperazin-1-yl]methyl]pyridazine FC=1C(=C(C=C(C1)CC(C)C)N1C[C@@H](N([C@H](C1)C)CC=1N=NC=CC1)C)C=1N=NNN1